methyl 1-((tert-butoxycarbonyl)(methyl)amino)-3,3-difluorocyclobutane-1-carboxylate C(C)(C)(C)OC(=O)N(C1(CC(C1)(F)F)C(=O)OC)C